1-METHYL-1H-BENZIMIDAZOLE-5-CARBOXALDEHYDE CN1C=NC2=C1C=CC(=C2)C=O